2-chloro-N4-(4-(pyrrolidin-1-ylmethyl)benzyl)quinoline-3,4-diamine ClC1=NC2=CC=CC=C2C(=C1N)NCC1=CC=C(C=C1)CN1CCCC1